3-cyano-6-(2-hydroxy-2-methylpropoxy)pyrazolo[1,5-a]Pyridine C(#N)C=1C=NN2C1C=CC(=C2)OCC(C)(C)O